4-{5-(ethylsulfonyl)-2-[(trans-4-methoxycyclohexyl)oxy]phenyl}-6-methyl-1,6-dihydro-7H-pyrrolo[2,3-c]pyridin-7-one C(C)S(=O)(=O)C=1C=CC(=C(C1)C=1C2=C(C(N(C1)C)=O)NC=C2)O[C@@H]2CC[C@H](CC2)OC